(4-Hydroxy-2-methylphenyl)boronic acid OC1=CC(=C(C=C1)B(O)O)C